OC(C(=O)O)CC1=C(C=CC=C1)O 2-hydroxy-3-(2-hydroxyphenyl)propionic acid